C[C@@]1(N(C(CO1)(C)C)C(=O)N2C=CN=C2)CCCC3=CC=C(C=C3)Cl.C[C@@]1(N(C(CO1)(C)C)C(=O)N2C=CN=C2)CCCC3=CC=C(C=C3)Cl.C(=C/C(=O)O)\\C(=O)O The molecule is a fumarate salt prepared from (S)-oxpoconazole by reaction of one molecule of fumaric acid for every two molecules of (S)-oxpoconazole. It contains a (S)-oxpoconazole(1+). It is an enantiomer of a (R)-oxpoconazole fumarate.